CC=1C=C(C(=O)NC2=CC(=CC=C2)[C@H](C)NC2=CN=C3C(=N2)N(N=C3)C)C=CC1C=C (S)-3-methyl-N-(3-(1-((1-methyl-1H-pyrazolo[3,4-b]pyrazin-6-yl)amino)ethyl)phenyl)-4-vinylbenzamide